C(C)(C)NC1CCN(CC1)C(=O)[O-] 4-(isopropylamino)piperidine-1-carboxylate